7-bromoisoquinolin-1-ol BrC1=CC=C2C=CN=C(C2=C1)O